C(C1=CC=CC=C1)OC=1C(=C(C2=CC(=CC=C2C1)OC[C@@H]1CNCC1)F)N1CC(NS1(=O)=O)=O 5-[3-benzyloxy-1-fluoro-7-[[(3S)-pyrrolidin-3-yl]methoxy]-2-naphthyl]-1,1-dioxo-1,2,5-thiadiazolidin-3-one